ClC1=NC(=C(C(=C1F)C(C)(C)O)F)C1=CC=C(C=C1)F 2-[2-chloro-3,5-difluoro-6-(4-fluorophenyl)pyridin-4-yl]Propan-2-ol